C1NCC2C1CCC2NC(OC(C)(C)C)=O tert-Butyl (octahydrocyclopenta[c]pyrrol-4-yl)carbamate